[N-](S(=O)(=O)C(F)(F)F)S(=O)(=O)C(F)(F)F.C(C)[N+](CCOC)(C)C N-Ethyl-N,N-dimethyl-N-(2-methoxyethyl)ammonium bis(trifluoromethanesulfonyl)imide